1-bromo-8-chloro-3-(1-(5-chloro-2-ethoxy-4-methyl-3-(6-methylpyridin-3-yl)phenyl)ethyl)imidazo[1,5-a]Pyrazine BrC=1N=C(N2C1C(=NC=C2)Cl)C(C)C2=C(C(=C(C(=C2)Cl)C)C=2C=NC(=CC2)C)OCC